ClC=1C=C(CN2C[C@@H](OCC2)CNC(CSC=2SC=C(N2)C2=NN=NN2)=O)C=CC1Cl (2S)-N-{[4-(3,4-dichlorobenzyl)morpholin-2-yl]methyl}-[4-(1H-tetrazol-5-yl)thiazol-2-ylthio]acetamide